[4-(benzoylcarbonyl)phenyl]dimethylsulfonium nonafluorobutanesulfonate FC(C(C(C(S(=O)(=O)[O-])(F)F)(F)F)(F)F)(F)F.C(C1=CC=CC=C1)(=O)C(=O)C1=CC=C(C=C1)[S+](C)C